C(C)(C)(C)OC(=O)N1C(=CC=2C(CCCC12)O)C 4-hydroxy-2-methyl-4,5,6,7-tetrahydro-1H-indole-1-carboxylic acid tert-butyl ester